(S)-2-((R)-3-Methyl-morpholin-4-yl)-9-(5-methyl-2-oxo-hexyl)-8-trifluoromethyl-6,7,8,9-tetrahydro-pyrimido[1,2-a]-pyrimidin-4-one C[C@H]1N(CCOC1)C=1N=C2N(C(C1)=O)CC[C@H](N2CC(CCC(C)C)=O)C(F)(F)F